tert-Butyl ((2S,3S)-3-aminobutan-2-yl)carbamate N[C@H]([C@H](C)NC(OC(C)(C)C)=O)C